tert-butyl (trans)-5-fluoro-2-azabicyclo[2.2.1]heptane-2-carboxylate FC1C2CN(C(C1)C2)C(=O)OC(C)(C)C